OB(C1=CC(=C(CN(C(=O)C=2C=C(C=C(C2)[N+](=O)[O-])B(O)O)CCCC[C@@H](C(=O)N)N)C=C1)OC)O (S)-(3-((4-dihydroxyboryl-2-methoxybenzyl)(5,6-diamino-6-oxohexyl)carbamoyl)-5-nitrophenyl)boronic acid